tert-butyl (3R,SR)-3-amino-5-hydroxypiperidine-1-carboxylate N[C@H]1CN(C[C@H](C1)O)C(=O)OC(C)(C)C |&1:5|